1-(3-(4-fluoro-3-methylbenzamido)-4-(4-methylpiperazin-1-yl)phenyl)-N-(3-morpholinopropyl)-1H-1,2,3-triazole-4-carboxamide FC1=C(C=C(C(=O)NC=2C=C(C=CC2N2CCN(CC2)C)N2N=NC(=C2)C(=O)NCCCN2CCOCC2)C=C1)C